2-(methoxymethoxy)benzene-1,4-diamine COCOC1=C(C=CC(=C1)N)N